N-[5-fluoro-2-(2-methoxyethoxy)pyrimidin-4-yl]-6,6-dimethyl-5-{[(2S)-2,4,5,5-tetramethylpiperazin-1-yl]carbonyl}-1,4,5,6-tetrahydropyrrolo[3,4-c]pyrazol-3-amine FC=1C(=NC(=NC1)OCCOC)NC=1C2=C(NN1)C(N(C2)C(=O)N2[C@H](CN(C(C2)(C)C)C)C)(C)C